C1=CC=CC=2C3=CC=CC=C3C(C12)COC(=O)N[C@@H](CSC[C@@H](C(=O)OC(C)(C)C)N)C(=O)OC(C)(C)C tert-butyl N-(((9H-fluoren-9-yl)methoxy)carbonyl)-S-(R-2-amino-3-(tert-butoxy)-3-oxopropyl)-L-cysteinate